(S)-11-benzyl-1-(9H-fluoren-9-yl)-3,6,9,12,15-pentaoxo-2-oxa-4,7,10,13,16-pentaazaheptadecan-17-yl acetate C(C)(=O)OCNC(CNC([C@@H](NC(CNC(CNC(OCC1C2=CC=CC=C2C=2C=CC=CC12)=O)=O)=O)CC1=CC=CC=C1)=O)=O